2-nitro-N-(2-nitrophenyl)-N-phenylpyrimidin-5-amine [N+](=O)([O-])C1=NC=C(C=N1)N(C1=CC=CC=C1)C1=C(C=CC=C1)[N+](=O)[O-]